C(C)(=O)N1CC2N(CCCC2C1)CC1=C(C(=NC=C1)C=1C=C2CN(C(C2=CC1)=O)C1C(NC(CC1)=O)=O)F 3-(5-(4-((6-acetyloctahydro-1H-pyrrolo[3,4-b]pyridin-1-yl)methyl)-3-fluoropyridin-2-yl)-1-oxoisoindolin-2-yl)piperidine-2,6-dione